[Se+2].[Cu+] copper(I)-selenium